[Cl-].C(CCCCCCC)[N+](C)(C)C octyl-Trimethyl-Ammonium Chloride